1,3,5-tri(3,1-benzoxazin-4-on-2-yl)naphthalene N1=C(OC(C2=C1C=CC=C2)=O)C2=CC(=CC1=C(C=CC=C21)C2=NC1=C(C(O2)=O)C=CC=C1)C1=NC2=C(C(O1)=O)C=CC=C2